CC1=C(CNC2=CC=NC3=CC=CC=C23)C=CC=C1 N-(2-methylbenzyl)quinolin-4-amine